FC1=C(C=C(C=C1)C(C=1C(=NC=CN1)N1C(N(CC1)C)=O)O)C1=NC=NC2=CC(=CC=C12)N1CCOCC1 1-(3-{[4-Fluoro-3-(7-morpholin-4-yl-quinazolin-4-yl)-phenyl]hydroxy-methyl}pyrazin-2-yl)-3-methyl-imidazolidin-2-one